FC1=CC=2[C@@](C3=CC=CC=C3C2C(=C1)C=1C=NN(C1)[C@@H](C(=O)NNC1=CC=C(C=C1)F)C)(C(F)(F)F)O (R)-2-(4-((S)-2-fluoro-9-hydroxy-9-(trifluoromethyl)-9H-fluoren-4-yl)-1H-pyrazole-1-yl)-N'-(4-fluorophenyl)propanehydrazide